Methyl (2-(4-((tert-butoxycarbonyl)amino)phenyl)oxazole-4-carbonyl)-L-serinate C(C)(C)(C)OC(=O)NC1=CC=C(C=C1)C=1OC=C(N1)C(=O)N[C@@H](CO)C(=O)OC